N-(Cyclopropylmethyl)-2-hydroxy-5-methyl-3-({[(3S)-oxolan-3-yl]methyl}amino)hexanamide C1(CC1)CNC(C(C(CC(C)C)NC[C@H]1COCC1)O)=O